4-bromo-N-[(2,4-dimethoxyphenyl)methyl]-1-methyl-pyrazolo[4,3-c]-pyridine-6-carboxamide BrC1=NC(=CC2=C1C=NN2C)C(=O)NCC2=C(C=C(C=C2)OC)OC